ClC=1C(N(N=CC1N1C[C@@H]([C@H](C1)OC1=CC(=NC=C1)C=1C(=NN(C1C)C)C)F)CCO)=O 4-chloro-5-((3S,4S)-3-fluoro-4-((2-(1,3,5-trimethyl-1H-pyrazol-4-yl)pyridin-4-yl)oxy)pyrrolidin-1-yl)-2-(2-hydroxyethyl)pyridazin-3(2H)-one